10-oxo-1,9-diazatricyclo[6.3.1.04,12]dodeca-2,4(12),5,7-tetraene-2-carboxamide O=C1NC2=CC=CC=3C=C(N(C1)C32)C(=O)N